NC12CC(C1)C2 aminobicyclo[1.1.1]pentan